2-{3-[(4-methanesulfonyl-2-methoxyphenyl)amino]prop-1-yn-1-yl}-N-[(2S,4R)-2-methyloxan-4-yl]-1-(2,2,2-trifluoroethyl)-1H-indol-4-amine CS(=O)(=O)C1=CC(=C(C=C1)NCC#CC=1N(C=2C=CC=C(C2C1)N[C@H]1C[C@@H](OCC1)C)CC(F)(F)F)OC